ClC1=CC=C(C=N1)N[C@H](C)C=1C=C(C=C2C(C(=C(OC12)C1=NC(=CC=C1)C(F)F)C)=O)C 8-[(1R)-1-[(6-Chloro-3-pyridyl)amino]ethyl]-2-[6-(difluoromethyl)-2-pyridyl]-3,6-dimethyl-chromen-4-one